CN1CCC(CC1)CC(=O)O 2-(1-methyl-4-piperidinyl)acetic acid